3-bromo-6-methylpyridin-2(1H)-one BrC=1C(NC(=CC1)C)=O